BrC=1C=NC=C(C1)C(C)(C)C 3-Bromo-5-tert-butyl-pyridine